1-(2-((2S,4R)-2-(5-(3,4-dichlorophenyl)-1,3,4-thiadiazol-2-ylcarbamoyl)-4-fluoropyrrolidin-1-yl)-2-oxoethyl)-5-(pyridazin-4-yl)-1H-indazole-3-carboxamide ClC=1C=C(C=CC1Cl)C1=NN=C(S1)NC(=O)[C@H]1N(C[C@@H](C1)F)C(CN1N=C(C2=CC(=CC=C12)C1=CN=NC=C1)C(=O)N)=O